Magnesium (tetrahydro-2H-pyran-4-yl) chloride O1CCC(CC1)Cl.[Mg]